6-amino-2-(2,5-difluoro-4-(trimethylsilyl)phenyl)-5-methoxypyrimidine-4-carboxylic acid methyl ester COC(=O)C1=NC(=NC(=C1OC)N)C1=C(C=C(C(=C1)F)[Si](C)(C)C)F